C(CCC(=O)O)(=O)O.C(CCC(=O)O)(=O)O.C(CCCCC)(O)O hexanediol disuccinate